O1C(=CC=C1)C1=CC(=NC(=N1)S(=O)(=O)C)N1N=NC2=C1C=CC=C2 3-[6-(furan-2-yl)-2-methanesulfonylpyrimidin-4-yl]-1,2,3-benzotriazole